(S)-2-((6-allyl-7,7-dimethyl-5-oxo-6,7-dihydro-5H-pyrrolo[3,4-b]pyridin-2-yl)amino)-4-((2-hydroxy-1-phenylethyl)amino)pyrimidine-5-carboxylic acid C(C=C)N1C(C2=NC(=CC=C2C1=O)NC1=NC=C(C(=N1)N[C@H](CO)C1=CC=CC=C1)C(=O)O)(C)C